FC(C)(F)[C@@]1(C[C@@H]([C@H](O1)C(=O)NC1=CC(=NC=C1)C(=O)N)C1=C(C(=C(C=C1)F)F)OC)C (2S,3R,5S)-4-[[5-(1,1-difluoroethyl)-3-(3,4-difluoro-2-methoxy-phenyl)-5-methyltetrahydrofuran-2-carbonyl]amino]pyridine-2-carboxamide